2-(tert-butyl) 7-ethyl 5-(2-(6-chloro-1H-indol-3-yl)acetyl)octahydro-2H-pyrrolo[3,4-c]pyridine-2,7-dicarboxylate ClC1=CC=C2C(=CNC2=C1)CC(=O)N1CC2C(C(C1)C(=O)OCC)CN(C2)C(=O)OC(C)(C)C